N-(1-cyclopropyl-3-(methylsulfonyl)allyl)-4-phenoxy-2-(trifluoromethyl)pyrimidine-5-carboxamide C1(CC1)C(C=CS(=O)(=O)C)NC(=O)C=1C(=NC(=NC1)C(F)(F)F)OC1=CC=CC=C1